FC(C1(CC1)N(C(OC(C)(C)C)=O)N=O)F tert-butyl N-[1-(difluoromethyl)cyclopropyl]-N-nitroso-carbamate